(tert-butyl)-5-chloro-3-fluorothiophene-2-sulfonamide C(C)(C)(C)C=1C(=C(SC1Cl)S(=O)(=O)N)F